5-methylbenzofuran-2-carbohydrazide CC=1C=CC2=C(C=C(O2)C(=O)NN)C1